tert-butyl ((R)-6-(4-((1-(tert-butyl)-3-((1S,3R)-3-((tert-butyldimethylsilyl)oxy)cyclopentyl)-1H-pyrazol-5-yl)amino)pyridin-2-yl)hexan-2-yl)carbamate C(C)(C)(C)N1N=C(C=C1NC1=CC(=NC=C1)CCCC[C@@H](C)NC(OC(C)(C)C)=O)[C@@H]1C[C@@H](CC1)O[Si](C)(C)C(C)(C)C